3,3-dicyclopropyl-N-[4-(3,5-dimethyl-1H-pyrazol-4-yl)phenyl]-2-[5-(5-methoxy-3-pyridyl)-4H-1,2,4-triazol-3-yl]propanamide C1(CC1)C(C(C(=O)NC1=CC=C(C=C1)C=1C(=NNC1C)C)C1=NN=C(N1)C=1C=NC=C(C1)OC)C1CC1